2,4-dimethyl-5-(methanesulfonyl)aniline CC1=C(N)C=C(C(=C1)C)S(=O)(=O)C